1,1'-(5,12-Dioxo-4,6,11,13-tetraazahexadecane-1,16-diyl)bis[N-([3-(6,8-dichloro-2-methyl-1,2,3,4-tetrahydroisoquinolin-4-yl)phenyl]sulfonyl)piperidine-4-carboxamide] O=C(NCCCN1CCC(CC1)C(=O)NS(=O)(=O)C1=CC(=CC=C1)C1CN(CC2=C(C=C(C=C12)Cl)Cl)C)NCCCCNC(NCCCN1CCC(CC1)C(=O)NS(=O)(=O)C1=CC(=CC=C1)C1CN(CC2=C(C=C(C=C12)Cl)Cl)C)=O